C(C)(C)(C)OC(N(C1=C(C=C(C(=C1)[N+](=O)[O-])O[C@H]1C(CCC1)(C)C)F)C(=O)OC(C)(C)C)=O (R)-(tert-butoxycarbonyl)(4-((2,2-dimethylcyclopentyl)oxy)-2-fluoro-5-nitrophenyl)carbamic acid tert-butyl ester